ClC=1C=C(SC1)S1C[C@H](CN2C(N=C(C3=CC(=CC1=C23)C(F)(F)F)N2C[C@@H](N[C@@H](C2)C)C)=O)N2C(C3=CC=CC=C3C2)=O (S)-l-1-(4-chlorothiophen-2-yl)-8-((3S,5R)-3,5-dimethylpiperazin-1-yl)-3-(1-oxoisoindolin-2-yl)-10-(trifluoromethyl)-3,4-dihydro-2H,6H-[1,4]thiazepino[2,3,4-ij]quinazolin-6-one